N-(4b-hydroxy-7-isopropyl-10-oxo-4b,10-dihydro-9bH-indeno[1,2-b]benzofuran-9b-yl)-3,3-dimethyl-2-oxobutanamide tert-butyl-2-(4-iodo-3-methyl-pyrazol-1-yl)acetate C(C)(C)(C)OC(CN1N=C(C(=C1)I)C)=O.OC12OC3=C(C1(C(C1=CC=CC=C12)=O)NC(C(C(C)(C)C)=O)=O)C=CC(=C3)C(C)C